BrC=1C(=C(C(=O)OC)C=C(C1)C)C(C(=O)OCC)C methyl 3-bromo-2-(1-ethoxy-1-oxopropan-2-yl)-5-methylbenzoate